3-(5-(5-((1-((3r,5r,7r)-adamantan-1-yl)ethyl)amino)pent-1-yn-1-yl)-2-methyl-4-oxoquinazolin-3(4H)-yl)piperidine-2,6-dione C12(CC3CC(CC(C1)C3)C2)C(C)NCCCC#CC2=C3C(N(C(=NC3=CC=C2)C)C2C(NC(CC2)=O)=O)=O